para-xylylenedicarboxylic acid C1(=CC=C(C=C1)CC(=O)O)CC(=O)O